5-{7-[(2-cyclopentylethyl)amino]-1-fluoro-3-hydroxy-5,6,7,8-tetrahydronaphthalen-2-yl}-1λ6,2,5-thiadiazolidine-1,1,3-trione C1(CCCC1)CCNC1CCC=2C=C(C(=C(C2C1)F)N1CC(NS1(=O)=O)=O)O